C1(=CC=CC=C1)C1=C(C(=CC=C1)C1=CC=CC=C1)N1C2=CC=CC=C2C=2C=C(C=CC12)Br 9-([1,1':3',1''-terphenyl]-2'-yl)-3-bromo-9H-carbazole